O[C@@H]1[C@@](OC2=C1C=C(C=C2)C(=O)[O-])(C)COC (2r,3s)-3-hydroxy-2-(methoxymethyl)-2-methyl-2,3-dihydrobenzofuran-5-carboxylate